(4-((2-oxo-2,5-dihydro-1H-pyrrol-1-yl)methyl)benzyl)-1,3-dihydro-2H-benzo[D]imidazol-2-one O=C1N(CC=C1)CC1=CC=C(CN2C(NC3=C2C=CC=C3)=O)C=C1